Cl.C(C)(C)C1=CC=C(C=C1)[C@](O)(C=1C=NC=C(C1)C1OCCC1)C1(CNC1)C (R)-(4-Isopropyl-phenyl)-(3-methyl-azetidin-3-yl)-[5-(tetrahydro-furan-2-yl)-pyridin-3-yl]-methanol, hydrochloride salt